The molecule is an organophosphate oxoanion arising from deprotonation of the phosphate OH groups of 7-methylguanosine 5'-phosphate; major species at pH 7.3. It is a conjugate base of a N(7)-methylguanosine 5'-phosphate. CN1C=[N+](C2=C1C(=O)NC(=N2)N)[C@H]3[C@@H]([C@@H]([C@H](O3)COP(=O)([O-])[O-])O)O